C12C(C3CC(CC(C1)C3)C2)NC(CCN2C(C(=CC=C2)NC([C@H](CC/C=C/C(=O)OC)NC(=O)C=2OC(=CN2)OC)=O)=O)=O (S,E)-methyl 7-(1-(3-(2-adamantylamino)-3-oxopropyl)-2-oxo-1,2-dihydropyridin-3-ylamino)-6-(5-methoxyoxazole-2-carboxamido)-7-oxohept-2-enoate